3-[(2S,3s)-3-(fluoromethyl)-2-methyl-azetidine-1-carbonyl]-2-(3-methylpyrazin-2-yl)-5-[4-(1,2,2,3,3,4,4,5,5,6,6-undecadeuteriocyclohexyl)phenyl]-4H-pyrazolo[1,5-a]pyrimidin-7-one FC[C@@H]1[C@@H](N(C1)C(=O)C=1C(=NN2C1NC(=CC2=O)C2=CC=C(C=C2)C2(C(C(C(C(C2([2H])[2H])([2H])[2H])([2H])[2H])([2H])[2H])([2H])[2H])[2H])C2=NC=CN=C2C)C